(2R,4S)-4-(1,1-difluoroethyl)-2-(3-fluorophenyl)-N-((S,E)-4-(methylsulfonyl)but-3-en-2-yl)piperidine-1-carboxamide FC(C)(F)[C@@H]1C[C@@H](N(CC1)C(=O)N[C@@H](C)\C=C\S(=O)(=O)C)C1=CC(=CC=C1)F